CN1C(C2=C(C(=C1)C1=C(OCC3=C(C=CC=C3)NC3C(NC(CC3)=O)=O)C=CC(=C1)S(=O)(=O)C)C=CN2)=O 3-((2-((2-(6-methyl-7-oxo-6,7-dihydro-1H-pyrrolo[2,3-c]pyridin-4-yl)-4-(methylsulfonyl)phenoxy)methyl)phenyl)amino)piperidine-2,6-dione